3-(4-((7-(((adamantan-1-yl)methyl)amino)heptyl)thio)-1-oxoisoindolin-2-yl)piperidine-2,6-dione C12(CC3CC(CC(C1)C3)C2)CNCCCCCCCSC2=C3CN(C(C3=CC=C2)=O)C2C(NC(CC2)=O)=O